ClC=1C(=NC(=NC1)NC1CCOCC1)C1=CC=C2CN(C(C2=C1)=O)CC(=O)N1C[C@@H](CCC1)O 6-{5-chloro-2-[(oxacyclohex-4-yl)amino]pyrimidin-4-yl}-2-{2-[(3R)-3-hydroxypiperidin-1-yl]-2-oxoethyl}-2,3-dihydro-1H-isoindol-1-one